ClC=1C=C(C#N)C=C(C1)B1OC(C(O1)(C)C)(C)C 3-chloro-5-(4,4,5,5-tetramethyl-1,3,2-dioxaborolan-2-yl)benzonitrile